N-(2-fluoro-4-methyl-5-(2-((1-methyl-1H-pyrazol-3-yl)amino)-8,9-dihydroimidazo[1',2':1,6]pyrido[2,3-d]pyrimidin-6-yl)phenyl)-4-(trifluoromethyl)picolinamide formic acid salt C(=O)O.FC1=C(C=C(C(=C1)C)C1=CC2=C(N=C(N=C2)NC2=NN(C=C2)C)N2C1=NCC2)NC(C2=NC=CC(=C2)C(F)(F)F)=O